ClC1=C(C=C(C=C1)S(N(C)C)(=O)=O)C1=C(C(=CC=C1)NC(=O)[C@H]1N(C[C@@H](C1)F)C(=O)OC(C)(C)C)F Tert-butyl (2S,4R)-2-((2'-chloro-5'-(N,N-dimethylsulfamoyl)-2-fluoro-[1,1'-biphenyl]-3-yl) carbamoyl)-4-fluoropyrrolidine-1-carboxylate